FC1=C(C(=O)N([C@H]2CNCCC2)C2=NC=CC3=CC=CC(=C23)C)C=CC(=C1)C1=CC(=NO1)C (R)-2-fluoro-N-(8-methylisoquinolin-1-yl)-4-(3-methylisoxazol-5-yl)-N-(piperidin-3-yl)benzamide